C1(=CC=CC=C1)C#CC(C)=O 4-phenyl-3-butyn-2-one